4-((5-bromo-2-nitrophenoxy)methyl)-3-fluorobenzonitrile BrC=1C=CC(=C(OCC2=C(C=C(C#N)C=C2)F)C1)[N+](=O)[O-]